(S)-N'-(1,2,3,5,6,7-hexahydro-s-indacen-4-ylcarbamoyl)-4-(2-hydroxypropan-2-yl)thiophene-2-sulfonimidamide C1CCC2=C(C=3CCCC3C=C12)NC(=O)N=[S@@](=O)(N)C=1SC=C(C1)C(C)(C)O